C1(CCCCC1)CO[C@@H]([C@H](C(N1CCCCC1)=O)NC(OC(C)(C)C)=O)C tert-Butyl ((2R,3R)-3-(cyclohexylmethoxy)-1-oxo-1-(piperidin-1-yl) butan-2-yl)carbamate